[Zn+2].C(C=C)(=O)[O-].C(C=C)(=O)[O-] acrylic acid zinc salt